3-(5-methyl-5-azaspiro[2.5]oct-7-en-7-yl)-1H-pyrrolo[2,3-b]pyridine dihydrochloride Cl.Cl.CN1CC2(CC2)C=C(C1)C1=CNC2=NC=CC=C21